8-fluoro-7-(7-fluoro-3-(methoxy-methoxy)-8-((triisopropylsilyl)ethynyl)naphthalene-1-yl)-5-methoxy-2-((((R)-1-methylpyrrolidin-2-yl)methyl)amino)pyrido[4,3-d]pyrimidine FC1=C(N=C(C2=C1N=C(N=C2)NC[C@@H]2N(CCC2)C)OC)C2=CC(=CC1=CC=C(C(=C21)C#C[Si](C(C)C)(C(C)C)C(C)C)F)OCOC